CC1=C(C=C(C=C1)C(NC=1C=NC=C(C1)C(F)(F)F)=O)C1CNCC1 3-(2-methyl-5-((5-(trifluoromethyl)pyridin-3-yl)carbamoyl)phenyl)pyrrolidin